FC1(CCOCC1)C(=O)NC=1N=C2N(C=C(C=C2)B2OC(C(O2)(C)C)(C)C)C1 4-fluoro-N-(6-(4,4,5,5-tetramethyl-1,3,2-dioxaborolan-2-yl)imidazo[1,2-a]pyridin-2-yl)tetrahydro-2H-pyran-4-carboxamide